NC(=O)CN1CCN(CCN(CCN(CC1)CC(=O)N)CC(=O)N)CC(=O)N 1,4,7,10-tetra(aminocarbonyl-methyl)-1,4,7,10-tetraazacyclododecane